2-[[4-(benzenesulfonyl)-6-chloro-pyridazin-3-yl]amino]-N,N-dimethyl-acetamide C1(=CC=CC=C1)S(=O)(=O)C1=C(N=NC(=C1)Cl)NCC(=O)N(C)C